C(C)OC(=O)C=1C(=NN2C1N=CC(=C2)F)NC2(CC2)C=2C(=NC=C(C2)F)OCC2(CC2)N ((1-(2-((1-aminocyclopropyl)methoxy)-5-fluoropyridin-3-yl)cyclopropyl)amino)-6-fluoropyrazolo[1,5-a]pyrimidine-3-carboxylic acid ethyl ester